C(C)(=O)N1CCC(CC1)NC(=O)C1=NC(=CC=C1)C1=CC2=C(C(=CC=C2C=C1)OC)NCC(=C)C#N N-(1-acetylpiperidin-4-yl)-6-{8-[(2-cyano-2-methylideneethyl)amino]-7-methoxynaphthalen-2-yl}pyridine-2-carboxamide